2-[4,10-bis(carboxylatomethyl)-7-(1,3,4-trihydroxybutan-2-yl)-1,4,7,10-tetrazacyclododec-1-yl]acetate C(=O)([O-])CN1CCN(CCN(CCN(CC1)C(CO)C(CO)O)CC(=O)[O-])CC(=O)[O-]